BrC=1C=C(C=CC1)C=1N=C(SC1)NC(=O)[C@H]1N(CC1)C(C1=CC(=CC=C1)C(C(=O)N(C)C)=O)=O (S)-N-(4-(3-bromophenyl)thiazol-2-yl)-1-(3-(2-(dimethylamino)-2-oxoacetyl)benzoyl)azetidine-2-carboxamide